BrC1=C(C=C(C(=C1)C)Br)C 1,4-dibromo-2,5-dimethyl-benzene